1-((R)-3,3-difluoro-4-((4-methoxy-5-(1-((R)-1,1,1-trifluoropropan-2-yl)-1H-benzo[d][1,2,3]triazol-6-yl)pyrrolo[2,1-f][1,2,4]triazin-2-yl)amino)piperidin-1-yl)ethan-1-one-2,2,2-d3 FC1(CN(CC[C@H]1NC1=NN2C(C(=N1)OC)=C(C=C2)C=2C=CC1=C(N(N=N1)[C@@H](C(F)(F)F)C)C2)C(C([2H])([2H])[2H])=O)F